ClC1=C(C=C(OCC(=O)N[C@@H]2CN[C@H](CC2)C=2OC(=NN2)OC2CC(CC2)(F)F)C=C1)F 2-(4-chloro-3-fluorophenoxy)-N-[(3S,6R)-6-{5-[(3,3-difluoro-cyclopentyl)oxy]-1,3,4-oxadiazol-2-yl}piperidin-3-yl]acetamide